N-[(5-Bromo-2-fluoro-3-iodo-phenyl)methyl]-2,2-diethoxy-acetamidine BrC=1C=C(C(=C(C1)CNC(C(OCC)OCC)=N)F)I